N1(CCCCC1)C1CC(C1)NC(=O)C1=CC2=C(N3C(S2)=NC(=C3)C=3C=C(C=CC3)C)C=C1 N-((1s,3s)-3-(piperidin-1-yl)cyclobutyl)-2-(m-tolyl)benzo[d]imidazo[2,1-b]thiazole-7-carboxamide